1-(3-fluorophenyl)-3-(4-(quinoxaline-6-carbonyl)phenyl)urea FC=1C=C(C=CC1)NC(=O)NC1=CC=C(C=C1)C(=O)C=1C=C2N=CC=NC2=CC1